1-(6-bromo-3-(2,2-difluoroethoxy)pyridin-2-yl)-N,N-dimethyl-methanamine BrC1=CC=C(C(=N1)CN(C)C)OCC(F)F